[N+](=O)([O-])C=1C=C(C=CC1)C1=NC(=CC2=C1NC1=CC=CC=C21)NC=2C(C(C1=CC=CC=C1C2)=O)=O ((1-(3-nitrophenyl)-9H-pyrido[3,4-b]indol-3-yl)amino)naphthalene-1,2-dione